ethyl 2-((6-chlorobenzo[d]oxazol-2-yl) amino)-1-methyl-1H-benzo[d]imidazole-5-carboxylate ClC1=CC2=C(N=C(O2)NC2=NC3=C(N2C)C=CC(=C3)C(=O)OCC)C=C1